C(#N)C=1C=C(SC1)[C@@H](N[S@@](=O)C(C)(C)C)C1=CC=CC=C1 (S)-N-((S)-(4-cyanothiophen-2-yl)(phenyl)methyl)-2-methylpropane-2-sulfinamide